C1(=CC=CC=C1)CCC(C=CCCC1=CC=CC=C1)=O 1,7-Diphenyl-4-hepten-3-one